2-(8-fluoro-2-methylimidazo[1,2-a]pyridin-6-yl)-7-[(3R)-3-methylpiperazin-1-yl]-4H-pyrido[1,2-a]pyrimidin-4-one FC=1C=2N(C=C(C1)C=1N=C3N(C(C1)=O)C=C(C=C3)N3C[C@H](NCC3)C)C=C(N2)C